Cl.COCC(C(=O)O)N1CCN(CC1)C 3-methoxy-2-(4-methylpiperazin-1-yl)propanoic acid hydrochloride